henicosan-11-yl 9-((4-(dimethylamino)butanoyl)oxy)hexadecanoate pentacosan-13-yl-9-((4-(dimethylamino)butanoyl)oxy)hexadecanoate CCCCCCCCCCCCC(CCCCCCCCCCCC)OC(CCCCCCCC(CCCCCCC)OC(CCCN(C)C)=O)=O.CN(CCCC(=O)OC(CCCCCCCC(=O)OC(CCCCCCCCCC)CCCCCCCCCC)CCCCCCC)C